NC(CCCCCCCCCCCCCCCCCC=C)(N)N triaminoicosene